CC=1SCCN1 2-methyl-2-thiazolin